C(C)C=1C=C2CC(CC2=CC1CC)NC[C@@H](O)C1=C2C=CC(NC2=C(C=C1)OCC1=CC(=CC(=C1)F)F)=O (S)-5-(2-((5,6-diethyl-2,3-dihydro-1H-inden-2-yl)amino)-1-hydroxyethyl)-8-((3,5-Difluorobenzyl)oxy)quinolin-2(1H)-one